5-(2-(3,4-difluoro-5-(3-(4-fluoro-3-methoxyphenyl)azetidin-1-yl)phenyl)cyclopropyl)-2,2'-bipyrimidine FC=1C=C(C=C(C1F)N1CC(C1)C1=CC(=C(C=C1)F)OC)C1C(C1)C=1C=NC(=NC1)C1=NC=CC=N1